C1(=CC=CC=C1)C=CC=C 4-phenylbutane-1,3-dien